4,6-diisopentyloxy-1,3-benzenedisulfonyl chloride C(CC(C)C)OC1=C(C=C(C(=C1)OCCC(C)C)S(=O)(=O)Cl)S(=O)(=O)Cl